1-((3-chlorophenyl)(methyl)carbamoyl)azetidin-3-yl (1-(4-(2,6-dioxopiperidin-3-yl)-3,5-difluorophenyl)azetidin-3-yl)carbamate O=C1NC(CCC1C1=C(C=C(C=C1F)N1CC(C1)NC(OC1CN(C1)C(N(C)C1=CC(=CC=C1)Cl)=O)=O)F)=O